O=C1N(C=C(N=C1C1=CC=NC=C1)CCC=O)C1=CC=C(C=C1)C1=NC=CC=N1 3-(5-oxo-6-(pyridin-4-yl)-4-(4-(pyrimidin-2-yl)phenyl)-4,5-dihydropyrazin-2-yl)propanal